C1(=CC=CC=C1)C1NC2=CC=C(C=C2CC1)NC(=O)N 1-(2-Phenyl-1,2,3,4-tetrahydroquinoline-6-yl)urea